N-[(4-hydroxy-3-methoxyphenyl)methyl]-8-methylnonanamide OC1=C(C=C(C=C1)CNC(CCCCCCC(C)C)=O)OC